N-methyl-N-(4-methoxyphenyl)pyridineamide CN(C(=O)C1=NC=CC=C1)C1=CC=C(C=C1)OC